The molecule is a ring assembly consisting of two 5-amino-4-hydroxy-3-[(2-methoxyphenyl)diazenyl]naphthalene-2,7-disulfonic acid units joined by a 4,4'-linkage. The tetrasodium salt is the histological dye 'Pontamine sky blue 5B'. It has a role as a histological dye, a fluorochrome and a carcinogenic agent. It is a member of azobenzenes, a bis(azo) compound, a member of naphthols, an aminonaphthalenesulfonic acid, an aromatic ether and a ring assembly. It is a conjugate acid of a Pontamine sky blue 5B(4-). COC1=C(C=CC(=C1)C2=CC(=C(C=C2)N=NC3=C(C4=C(C=C(C=C4C=C3S(=O)(=O)O)S(=O)(=O)O)N)O)OC)N=NC5=C(C6=C(C=C(C=C6C=C5S(=O)(=O)O)S(=O)(=O)O)N)O